COC=1C(=C2C=CN(C2=C(C1)C)C(=O)OC(C)(C)C)CN1[C@@H](CN(CC1)CCC)C1=CC=C(C=C1)C(=O)OC |r| (±)-tert-butyl 5-methoxy-4-((2-(4-(methoxycarbonyl)phenyl)-4-propylpiperazin-1-yl)methyl)-7-methyl-1H-indole-1-carboxylate